6-(2,4-dioxo-1,2,3,4-tetrahydropyrimidin-5-yl)-4-(phenethylamino)pyridazine-3-carboxamide O=C1NC=C(C(N1)=O)C1=CC(=C(N=N1)C(=O)N)NCCC1=CC=CC=C1